OCCCCCCCCCC1=C(C=CC=C1[N+](=O)[O-])[N+](=O)[O-] hydroxynonyl-2,6-dinitrobenzene